C(C(=C)C)(=O)OCCC(CC(C)(C)C)C 3,5,5-trimethylhexyl methacrylate